ClC1=NC=C(C=2N=CN(C(C21)=O)C)C2=CC=C(C=C2)S(F)(F)(F)(F)F 5-chloro-3-methyl-8-(4-(pentafluoro-λ6-sulfaneyl)phenyl)pyrido[4,3-d]pyrimidin-4(3H)-one